O=C1N[C@H]2[C@@H](OC1)CCN(C2)C(=O)N2CC(C2)C2=CC=C(C=C2)C2=C(C(=O)NCC)C=C(C=C2)C 2-[4-[1-[(4aR,8aS)-3-Oxo-4,4a,5,7,8,8a-hexahydropyrido[4,3-b][1,4]oxazine-6-carbonyl]azetidin-3-yl]phenyl]-N-ethyl-5-methyl-benzamide